ClC=1C=C(NC2(CCC3(C(CC4=CC=CC=C34)CCCCC3=CC=CC=C3)CC2)C(=O)O)C=CC1 (1r,4r)-4-(3-chloroanilino)-2'-(4-phenylbutyl)-2',3'-dihydrospiro[cyclohexane-1,1'-indene]-4-carboxylic acid